C(C)(C)(C)OC(=O)NC(CC1=C(C=C(C=C1)CCB(O)O)F)C(=O)OCC 2-(4-{2-[(tert-butoxycarbonyl)amino]-3-ethoxy-3-oxopropyl}-3-fluorophenyl)ethylboronic acid